dibutyltin dibutyl(ethoxy-3-mercaptopropionate) C(CCC)C(C(C(=O)[O-])OCC)(S)CCCC.C(CCC)[Sn+2]CCCC.C(CCC)C(C(C(=O)[O-])OCC)(CCCC)S